ClC1=NC=C2C(=N1)N(C(N(C2)C2=C(SC=C2CF)Cl)=O)C 7-chloro-3-(2-chloro-4-(fluoromethyl)thiophen-3-yl)-1-methyl-3,4-dihydropyrimido[4,5-d]pyrimidin-2(1H)-one